6-chloro-N-(2,5-difluoropyridin-3-yl)-1H-indole-3-sulfonamide ClC1=CC=C2C(=CNC2=C1)S(=O)(=O)NC=1C(=NC=C(C1)F)F